4-(dimethylamino)-1-(1,2,3-triazol-4-yl)butan-2-one CN(CCC(CC=1N=NNC1)=O)C